sucrose dimyristate CCCCCCCCCCCCCC(=O)OC[C@@H]1[C@H]([C@@H]([C@](O1)(CO)O[C@H]2[C@H]([C@@H]([C@H]([C@@H](O2)CO)O)O)O)O)OC(=O)CCCCCCCCCCCCC